N-(5-((3-((5-fluoropyrimidin-2-yl)methyl)-2-methylpiperidin-1-yl)methyl)thiazol-2-yl)acetamide FC=1C=NC(=NC1)CC1C(N(CCC1)CC1=CN=C(S1)NC(C)=O)C